tert-butyl (R)-(5-((2-(1-methyl-1H-1,2,3-triazol-4-yl)-6-nitrophenyl)amino)hexyl)carbamate CN1N=NC(=C1)C1=C(C(=CC=C1)[N+](=O)[O-])N[C@@H](CCCCNC(OC(C)(C)C)=O)C